tert-butyl(4-(5-((1S,5R)-3-(8-cyanoquinolin-5-yl)-5-(trifluoromethyl)-3-azabicyclo[3.1.0]hexan-1-yl)-1,3,4-oxadiazol-2-yl)bicyclo[2.2.2]octan-1-yl)carbamate C(C)(C)(C)OC(NC12CCC(CC1)(CC2)C=2OC(=NN2)[C@@]21CN(C[C@]1(C2)C(F)(F)F)C2=C1C=CC=NC1=C(C=C2)C#N)=O